2-(4-chlorobenzyl)-6-(2-(2-(trifluoromethoxy)ethoxy)pyrimidin-5-yl)pyridazin-3(2H)-one ClC1=CC=C(CN2N=C(C=CC2=O)C=2C=NC(=NC2)OCCOC(F)(F)F)C=C1